O=S1(NCC2=C1C=CC(=C2)N)=O 1,1-dioxo-2,3-dihydro-1,2-benzothiazol-5-amine